N-((R)-1-(5-amino-3-(difluoromethyl)-2-fluorophenyl)ethyl)-6-((S)-2,4-dimethylpiperazin-1-yl)-2-methylpyridine NC=1C=C(C(=C(C1)[C@@H](C)N1C(C=CC=C1N1[C@H](CN(CC1)C)C)C)F)C(F)F